C(C)(=O)OC(C(=O)O)CCCCCCCCCC 2-acetoxylauric acid